O1C(OCC1)CC[C@@H](C(C)C)N1CC(C1)C1=CC(=C2C=NN(C2=C1)C)C1=C(C(=O)N(C(C)C)CC)C=C(C=C1)F 2-(6-{1-[(3S)-1-(1,3-dioxolan-2-yl)-4-methylpentan-3-yl]azetidin-3-yl}-1-methyl-1H-indazol-4-yl)-N-ethyl-5-fluoro-N-(isopropyl)benzamide